C(C)C(COC([C@H](C)N=P(=O)OC1=C(C=CC=C1)OC[C@H]1O[C@@]([C@@H]([C@@H]1O)O)(C#N)C1=CC=C2C(=NC=NN21)N)=O)CC (2S)-2-{(2r,3S,4r,5r)-[5-(4-aminopyrrolo[2,1-f][1,2,4]triazin-7-yl)-5-cyano-3,4-dihydroxy-tetrahydro-furan-2-ylmethoxy]phenoxy-(S)-phosphorylamino}propanoic acid 2-ethyl-butyl ester